6a,7,8,9-tetrahydro-6H-pyrido[3,2-B]pyrrolo[1,2-d][1,4]oxazine-4-thiol N1=CC=C(C=2OCC3N(C21)CCC3)S